O=C1NC(CCC1N1C(C2=CC=CC(=C2C1=O)/C=C/C(=O)OCC1=CC=CC=C1)=O)=O benzyl (E)-3-(2-(2,6-dioxopiperidin-3-yl)-1,3-dioxoisoindolin-4-yl)acrylate